C(C)OC1=CC=C(C=N1)C1=CN=CC(=N1)C(=O)NOCC1=C(N=CO1)C 6-(6-ethoxypyridin-3-yl)-N-((4-methyloxazol-5-yl)methoxy)pyrazine-2-carboxamide